C(N(CC(=O)O)CC(=O)O)CN(CC(=O)O)CC(=O)O Edetoic acid